(4-(((tert-butyldimethylsilyl)oxy)methyl)-5-methylpyridin-2-yl)(8-methyl-3-(trifluoromethyl)-[1,2,4]triazolo[4,3-a]pyridin-7-yl)methanol [Si](C)(C)(C(C)(C)C)OCC1=CC(=NC=C1C)C(O)C1=C(C=2N(C=C1)C(=NN2)C(F)(F)F)C